(exo)-6-amino-3-azabicyclo[3.1.0]hexane-3-carboxylic acid tert-butyl ester C(C)(C)(C)OC(=O)N1CC2C(C2C1)N